C(C)(C)N1N=C(C(=C1C)O)C1=CC=CC=C1 1-isopropyl-3-phenyl-5-methyl-pyrazol-4-ol